C1(=CC=CC=C1)C(C(C1=CC=CC=C1)=NO)=O phenyl diketone oxime